N-[(1S,trans)-2-hydroxycyclopentyl]adenosine O[C@@H]1[C@H](CCC1)NC=1C=2N=CN([C@H]3[C@H](O)[C@H](O)[C@@H](CO)O3)C2N=CN1